3-Bromo-9-chloro-8-methoxy-6,6-dimethyl-5,6-dihydro-11H-benzo[b]carbazol-11-one BrC1=CC=C2C=3C(C4=C(C(C3NC2=C1)(C)C)C=C(C(=C4)Cl)OC)=O